OC(C)C=1C2=CC3=C(C=C(N3)C=C3C=C(C(C=C4C(=C(C(=CC(C1C)=N2)N4)C(C)O)C)=N3)C)C 7,12-bis(1-hydroxyethyl)-3,8,13,17-tetramethyl-21H,23H-porphin